OC1=C(C=CC(=C1)C(F)(F)F)B(O)O [2-hydroxy-4-(trifluoromethyl)phenyl]boranediol